C(C)(C)(C)OC(=O)N1CCC12CC(C2)C(=O)O 1-(tert-butoxycarbonyl)-1-azaspiro[3.3]heptane-6-carboxylic acid